C(C)(C)(C)NC1=NC=C(C(=N1)N[C@H]1[C@@H](CCC1)CO)C(=O)N 2-(tert-butylamino)-4-((1R,2R)-2-(hydroxymethyl)cyclopentylamino)pyrimidine-5-carboxamide